COC1=C(C(N(N=C1)CC1=CC=C(C=C1)OC)=O)C(F)(F)F 5-Methoxy-2-(4-methoxybenzyl)-4-(trifluoromethyl)pyridazin-3(2H)-one